6-chloro-N-methyl-5-(1,4-dioxa-8-azaspiro[4.5]decan-8-yl)pyridineamide ClC1=C(C=CC(=N1)C(=O)NC)N1CCC2(OCCO2)CC1